ClC1=C(CN2N=C(N=C2)C(=O)N[C@H]2C=3N(C4=C(CC2)C=CC=C4)C(NN3)=O)C(=CC=C1)Cl |r| (±)-1-(2,6-Dichlorobenzyl)-N-(1-oxo-2,4,5,6-tetrahydro-1H-benzo[f][1,2,4]triazolo[4,3-a]azepin-4-yl)-1H-1,2,4-triazole-3-carboxamide